11-methoxy-3,7,11-trimethyl-2,4-dodecadienoic acid isopropyl ester C(C)(C)OC(C=C(C=CCC(CCCC(C)(C)OC)C)C)=O